(S)-phosphate CCCCCCCCCCCCCCCCCCOC[C@H](COP(=O)(O)O[C@H]1[C@H](C[C@@H]([C@H]([C@@H]1O)O)O)OCC2CCCCC2)OC